ClC=1C=NC=C(C1)SCCC(C#N)C#N 3-chloro-5-(3,3-dicyanopropylsulfanyl)pyridine